[N+](=O)([O-])C1=C(C=CC=C1)N1C=CC2=CC=CC=C12 1-(2-nitro-phenyl)-1H-indole